C(#C)C=1C=CC(=C(C1)C1=CC2=C(N=C(S2)NC(=O)[C@H]2[C@H](C2)F)C=C1)C (1s,2s)-N-(6-(5-ethynyl-2-methylphenyl)benzo[d]thiazol-2-yl)-2-fluorocyclopropane-1-carboxamide